6-bromo-N-(2-methoxyethyl)-8,9-dihydroimidazo[1',2':1,6]pyrido[2,3-d]pyrimidin-2-amine BrC1=CC2=C(N=C(N=C2)NCCOC)N2C1=NCC2